N1=C(C=CC=C1)CN1[C@H]2CC(C[C@@H]1CC2)NC(=O)C2=CC=C1C=CNC1=C2 N-((1R,3s,5S)-8-(pyridin-2-ylmethyl)-8-azabicyclo[3.2.1]octan-3-yl)-1H-indole-6-carboxamide